4-[2-(2-azaspiro[3.3]heptan-6-yl)-3-methyl-5-(1-methylindazol-5-yl)imidazol-4-yl]-5-chloro-naphthalen-2-ol C1NCC12CC(C2)C2=NC(=C(N2C)C2=CC(=CC1=CC=CC(=C21)Cl)O)C=2C=C1C=NN(C1=CC2)C